trifluoro-1-[2-(3-methoxy-1H-pyrazol-4-yl)pyrrolidin-1-yl]ethanone FC(C(=O)N1C(CCC1)C=1C(=NNC1)OC)(F)F